BrC1=CC=C(C=C1)NCC1=COC2=CC=CC=C2C1=O 3-(((4-Bromophenyl)amino)methyl)-4H-chromen-4-one